methyl 4-(3-ethyl-1-methyl-4-(propylamino)-1H-pyrazolo[3,4-d]pyrimidin-6-yl)benzoate C(C)C1=NN(C2=NC(=NC(=C21)NCCC)C2=CC=C(C(=O)OC)C=C2)C